vanadium(III) bromide [Br-].[V+3].[Br-].[Br-]